methyl 1-((2'-(N-(4,5-dimethylisoxazol-3-yl)-N-(methoxymethyl)sulfamoyl)-2-(ethoxymethyl)-[1,1'-biphenyl]-4-yl)methyl)-4-(2-hydroxyprop-2-yl)-2-propyl-1H-imidazole-5-carboxylate CC=1C(=NOC1C)N(S(=O)(=O)C1=C(C=CC=C1)C1=C(C=C(C=C1)CN1C(=NC(=C1C(=O)OC)C(C)(C)O)CCC)COCC)COC